FC(C1=CC=C(C=C1)C1=NNC(=C1O)C)(F)F 3-(4-(trifluoromethyl)phenyl)-5-methyl-pyrazol-4-ol